[Si](C)(C)(C(C)(C)C)OC[C@H]1O[C@H]([C@H]2[C@@H]1OC(O2)(C)C)C=O (3aR,4R,6R,6aR)-6-(((tert-butyldimethylsilyl)oxy)methyl)-2,2-dimethyltetrahydrofuro[3,4-d][1,3]dioxole-4-carbaldehyde